5-bromo-3-ethylquinolin-2(1H)-one BrC1=C2C=C(C(NC2=CC=C1)=O)CC